(7R,14R)-1-(difluoromethoxy)-6-(methyl-d3)-11-((triisopropylsilyl)ethynyl)-6,7-dihydro-7,14-methanobenzo[f]benzo[4,5]imidazo[1,2-a][1,4]diazocin-5(14H)-one FC(OC1=CC=CC=2C(N([C@H]3C=4N([C@@H](C21)C3)C3=C(N4)C=CC(=C3)C#C[Si](C(C)C)(C(C)C)C(C)C)C([2H])([2H])[2H])=O)F